2-chloro-4-(9,9-diphenyl-9H-fluoren-2-yl)benzofuro[2,3-d]Pyrimidine ClC=1N=C(C2=C(N1)OC1=C2C=CC=C1)C1=CC=2C(C3=CC=CC=C3C2C=C1)(C1=CC=CC=C1)C1=CC=CC=C1